CC(C=CC)=O 1-methyl-but-2-enal